C12C=CC(C(C1)CN1C[C@@H]3[C@H](C1)CC(C3)CNC=3N=NC(=CC3)C=3C(=NN(C3)C)C)C2 N-[[(3aR,6aS)-2-(5-bicyclo[2.2.1]hept-2-enylmethyl)-3,3a,4,5,6,6a-hexahydro-1H-cyclopenta[c]pyrrol-5-yl]methyl]-6-(1,3-dimethyl-pyrazol-4-yl)pyridazin-3-amine